O1COC2=C1C=CC=C2C2=NC=1N(C(=C2)N(CCC2=CN(C3=CC=CC=C23)C(=O)OC(C)(C)C)C(=O)OC(C)(C)C)N=CC1C(C)C tert-Butyl 3-[2-[[5-(1,3-benzodioxol-4-yl)-3-isopropyl-pyrazolo[1,5-a]pyrimidin-7-yl]-tert-butoxycarbonyl-amino]ethyl]indole-1-carboxylate